2-methyleneglutaric anhydride C=C1C(=O)OC(CC1)=O